CN1C(OC2=C1C=CC(=C2)N2C(CN(CC2)C(=O)NCCCCC2=CC=CC=C2)=O)=O 4-(3-methyl-2-oxo-1,3-benzoxazol-6-yl)-3-oxo-N-(4-phenylbutyl)piperazine-1-carboxamide